(S)-7-((3-bromo-1H-pyrazol-1-yl)methyl)-4-(cyclopropylethynyl)-4-(1,1-difluoroethyl)-6-fluoro-3,4-dihydroquinazolin-2(1H)-one BrC1=NN(C=C1)CC1=C(C=C2[C@](NC(NC2=C1)=O)(C(C)(F)F)C#CC1CC1)F